N1N=NN=C1CCCC 1-(tetrazol-5-yl)butane